2-[4-(4-methyl-4-hydroxypiperidin-1-yl)-6-(4-methylpiperazin-1-yl)-pyrimidin-2-ylamino]-4-methylthiazole-5-carboxylic acid ethyl ester C(C)OC(=O)C1=C(N=C(S1)NC1=NC(=CC(=N1)N1CCC(CC1)(O)C)N1CCN(CC1)C)C